4-(6-methoxyl-benzimidazol-1-yl)aniline O(C)C=1C=CC2=C(N(C=N2)C2=CC=C(N)C=C2)C1